(S)-2-((2S,3R)-3-amino-2-hydroxy-4-phenylbutanamido)-N-(6-((4-(((R)-1-(3-bromophenyl)ethyl)amino)-6-methoxy-2-methylquinazolin-7-yl)oxy)hexyl)-4-methylpentanamide N[C@@H]([C@@H](C(=O)N[C@H](C(=O)NCCCCCCOC1=C(C=C2C(=NC(=NC2=C1)C)N[C@H](C)C1=CC(=CC=C1)Br)OC)CC(C)C)O)CC1=CC=CC=C1